Germanium(II) bromide [Ge](Br)Br